5-(3-methoxy-4-((4-(piperidin-4-ylmethyl)piperazin-1-yl)methyl)phenyl)-1,3,4-trimethylpyridin-2(1H)-one COC=1C=C(C=CC1CN1CCN(CC1)CC1CCNCC1)C=1C(=C(C(N(C1)C)=O)C)C